The molecule is ergotaman bearing benzyl, hydroxy, and isopropyl groups at the 5', 12' and 2' positions, respectively, and oxo groups at positions 3', 6', and 18. It is a natural ergot alkaloid. It derives from a hydride of an ergotaman. CC(C)[C@@]1(C(=O)N2[C@H](C(=O)N3CCC[C@H]3[C@@]2(O1)O)CC4=CC=CC=C4)NC(=O)[C@H]5CN([C@@H]6CC7=CNC8=CC=CC(=C78)C6=C5)C